N-methyl-N-(1-methylpyrrolidin-3-yl)-5,6-dihydro-4H-pyrrolo[3,2,1-ij]quinolin-5-amine CN(C1CN2C3=C(C=CC=C3C1)C=C2)C2CN(CC2)C